(1R,3R)-2-(bicyclo[1.1.1]pentan-1-yl)-1-(4-(((R)-1-(3-fluoropropyl)pyrrolidin-3-yl)oxy)phenyl)-3-methyl-2,3,4,9-tetrahydro-1H-pyrido[3,4-b]indole C12(CC(C1)C2)N2[C@@H](C=1NC3=CC=CC=C3C1C[C@H]2C)C2=CC=C(C=C2)O[C@H]2CN(CC2)CCCF